COC1=CC=C(C=C1)[C@H]1[C@@H](CN(C1)C(=O)OC(C)(C)C)C(=O)OCC |r| (+/-)-trans-1-tert-Butyl 3-Ethyl 4-(4-Methoxyphenyl)pyrrolidine-1,3-dicarboxylate